NCCCN(C(CCC(=O)NCCNC(CN1C(C=CC1=O)=O)=O)=O)[C@H](C(C)(C)C)C=1N(C=C(C1)C1=C(C=CC(=C1)F)F)CC1=CC=CC=C1 N-(3-aminopropyl)-N-{(1R)-1-[1-benzyl-4-(2,5-difluorophenyl)-1H-pyrrol-2-yl]-2,2-dimethylpropyl}-N'-(2-{[(2,5-dioxo-2,5-dihydro-1H-pyrrol-1-yl)acetyl]amino}ethyl)succinamid